BrCCCCOCCC1=C(SC(=C1)C=1SC=C2OCCOC21)C=2SC=C1OCCOC12 5,5'-(3-(2-(4-bromobutoxy)ethyl)thiophene-2,5-diyl)bis(2,3-dihydrothieno-[3,4-b][1,4]dioxine)